C1(=CC=C(C=C1)N(C1=C(C=C(C=C1)C1=CC2=C(C=3OC=4C=CC=CC4C13)C1=CC=CC=C1C2(C2=CC=CC=C2)C2=CC=CC=C2)C2=CC=CC=C2)C2=CC=C(C=C2)C2=CC=CC=C2)C2=CC=CC=C2 bis(biphenyl-4-yl)-{5-(7,7-diphenyl-7H-12-oxa-indeno[1,2-a]fluoren-5-yl)-biphenyl-2-yl}-amine